CC1=CC(=C(C#N)C=C1)C1(CC2C(N(OC2(C)C)C)C(C1)C)C 4-Methyl-2-(1,3,3,5,7-pentamethyloctahydrobenzo[c]isoxazol-5-yl)benzonitril